4-(((5'-chloro-2'-((1-((2-(2,6-dioxopiperidin-3-yl)-7-fluoro-1-oxoisoindolin-5-yl)methyl)piperidin-4-yl)amino)-[2,4'-bipyridin]-6-yl)amino)methyl)tetrahydro-2H-pyran-4-carbonitrile ClC=1C(=CC(=NC1)NC1CCN(CC1)CC=1C=C2CN(C(C2=C(C1)F)=O)C1C(NC(CC1)=O)=O)C1=NC(=CC=C1)NCC1(CCOCC1)C#N